D-glucosamine Ethyl-2-(7-cyanobenzo[b]thiophen-2-yl)-4-methylthiazole-5-carboxylate C(C)S1C(=NC(=C1C(=O)O)C)C1=CC2=C(S1)C(=CC=C2)C#N.OC2[C@H](N)[C@@H](O)[C@H](O)[C@H](O2)CO